6-phenyl-9H-carbazole C1(=CC=CC=C1)C=1C=C2C=3C=CC=CC3NC2=CC1